cis-2,6-dicyclohexyl-4-oxopiperidine-1-carboxylic acid tert-butyl ester C(C)(C)(C)OC(=O)N1[C@H](CC(C[C@H]1C1CCCCC1)=O)C1CCCCC1